3-tetramethylbutyl-imidazolium CC(C([N+]1=CNC=C1)(C)C)(CC)C